ClC1=CC=C(C(=N1)OC)C1=NN(N=C1)C 6-chloro-2-methoxy-3-(2-methyl-1,2,3-triazol-4-yl)pyridine